C\C(=C/CC1=C(C=C(C(=C1O)C1=CC=NN1C)CCCCC)O)\CCC=C(C)C (E)-2-(3,7-dimethylocta-2,6-dien-1-yl)-4-(1-methyl-1H-pyrazol-5-yl)-5-pentylbenzene-1,3-diol